7-allyl-2-amino-9-β-D-ribofuranosyl-7,9-dihydropurin-8-one C(C=C)N1C(N(C2=NC(=NC=C12)N)[C@H]1[C@H](O)[C@H](O)[C@H](O1)CO)=O